lithium yttrium aluminum silicate [Si]([O-])([O-])([O-])[O-].[Al+3].[Y+3].[Li+]